C[N+](C)(CCCS(=O)(=O)O)C(C1=CC=CC=C1)C=C 3-[N,N-dimethylvinylbenzylammonio]propanesulfonic acid